C12CC(CC(C1)C2)NC2=C(C=C(C=C2C)NC(=O)C=2N=C(OC2CCF)N2CC(C2)(CC)CC)F N-(4-(bicyclo[3.1.1]heptan-3-ylamino)-3-fluoro-5-methylphenyl)-2-(3,3-diethylazetidin-1-yl)-5-(2-fluoroethyl)oxazole-4-carboxamide